FC=1C=C(C=CC1F)[C@H]1[C@@H](C1)NC=1C2=C(N=C(N1)CC)SC(=C2)C N-((1R,2S)-2-(3,4-difluorophenyl)cyclopropyl)-2-ethyl-6-methylthieno[2,3-d]pyrimidin-4-amine